C(C)(=O)OCCCC\C=C\C=C\CCCC (E,E)-5,7-dodecadienyl acetate